C1(CCC1)C(CN1N=C(C=C1CO)C1=NC=C(C=C1)F)=O 1-cyclobutyl-2-(3-(5-fluoropyridin-2-yl)-5-(hydroxymethyl)-1H-pyrazol-1-yl)ethanone